C1(=CC=CC=C1)C(C1=CC=CC=C1)CC(C)=O diphenylmethylacetone